4-((2-chloroquinazolin-4-yl)amino)benzonitrile ClC1=NC2=CC=CC=C2C(=N1)NC1=CC=C(C#N)C=C1